ClC=1C=C(C=CC1OCC=1C(=C(C=CC1)C1=CC=CC=C1)C)C=C(C(=O)N(CC)CC)C#N 3-(3-chloro-4-((2-methyl-[1,1'-biphenyl]-3-yl)methoxy)phenyl)-2-cyano-N,N-diethylacrylamide